FC=1C=C(COC2=NC(NC(=C2)OC)=O)C=C(C1OC=1C=NC=C(C1)C(F)(F)F)F 4-((3,5-difluoro-4-((5-(trifluoromethyl)pyridin-3-yl)oxy)benzyl)oxy)-6-methoxypyrimidin-2(1H)-one